di-(n-propyl) peroxydicarbonate C(=O)(OCCC)OOC(=O)OCCC